FC1=C(C(=CC=C1)F)C1=N[C@H](C2=NN=C(N2C=2SC=3CC(C(CCC3C12)F)F)C)C (7S)-9-(2,6-difluorophenyl)-14,15-difluoro-3,7-dimethyl-18-thia-2,4,5,8-tetraazatetracyclo[8.8.0.02,6.011,17]octadeca-1(10),3,5,8,11(17)-pentaene